5-(p-toluenesulfonyl)thiophene-2-carboxylic acid ethyl ester C(C)OC(=O)C=1SC(=CC1)S(=O)(=O)C1=CC=C(C)C=C1